C(=O)(O)[O-] The molecule is the carbon oxoanion resulting from the removal of a proton from carbonic acid. It has a role as a human metabolite, a Saccharomyces cerevisiae metabolite, an Escherichia coli metabolite, a mouse metabolite and a cofactor. It is a conjugate base of a carbonic acid. It is a conjugate acid of a carbonate.